benzyl (R)-(1-(6-chloropyridin-3-yl)-3-hydroxypropyl)carbamate ClC1=CC=C(C=N1)[C@@H](CCO)NC(OCC1=CC=CC=C1)=O